BrC=1C=CC(=NC1)NC 5-bromo-N-methyl-pyridin-2-amine